COC1=CC=C(CN(C=2N=C(C3=C(C=NNC3=O)N2)N[C@H](C)CCC)CC2=CC=C(C=C2)OC)C=C1 (R)-2-(Bis(4-methoxybenzyl)amino)-4-(pentan-2-ylamino)pyrimido[4,5-d]pyridazin-5(6H)-one